methyl 5-bromo-1-cyclopropyl-1H-pyrazolo[3,4-b]pyridine-3-carboxylate BrC=1C=C2C(=NC1)N(N=C2C(=O)OC)C2CC2